ClC=1C(=CC=C2C=CC=C(C12)N1CC=2N=C(N=C(C2CC1)N1C[C@@H](N(CC1)C(C(=C)F)=O)CC#N)OCC1OCCC1)F 2-((2S)-4-(7-(8-chloro-7-fluoronaphthalen-1-yl)-2-((tetrahydrofuran-2-yl)methoxy)-5,6,7,8-tetrahydropyrido[3,4-d]pyrimidin-4-yl)-1-(2-fluoroacryloyl)piperazin-2-yl)acetonitrile